5-[3-(1,3,5-trimethylpyrazol-4-yl)pyrazolo[1,5-a]pyridin-5-yl]furan-3-carboxylic acid CN1N=C(C(=C1C)C=1C=NN2C1C=C(C=C2)C2=CC(=CO2)C(=O)O)C